C1=CC=CC=2C3=CC=CC=C3N(C12)C=1C=C(C=CC1)C1=CC(=CC=C1)C1=CC(=CC=C1)N1C2=CC=CC=C2C=2C=CC=CC12 3,3''-di(9H-carbazol-9-yl)-1,1':3',1''-terphenyl